[(3aR,4R,6aS)-4-[(6-Bromopyridazin-3-yl)amino]-3a-fluoro-1,3,4,5,6,6a-hexahydrocyclopenta[c]pyrrol-2-yl]-(5-methyl-2-thienyl)methanone BrC1=CC=C(N=N1)N[C@@H]1CC[C@H]2CN(C[C@]21F)C(=O)C=2SC(=CC2)C